(S)-5-(3-((4'-(tetrahydrofuran-3-yloxy)-[1,1'-biphenyl]-4-yl)methylamino)cyclobutyl)-5-amino-6-oxo-6-(pivaloyloxymethoxy)hexylboronic acid O1CC(CC1)OC1=CC=C(C=C1)C1=CC=C(C=C1)CNC1CC(C1)[C@@](CCCCB(O)O)(C(OCOC(C(C)(C)C)=O)=O)N